3-methacrylamidopropyl-TRIS(trimethylsiloxy)silane C(C(=C)C)(=O)NCCC[Si](O[Si](C)(C)C)(O[Si](C)(C)C)O[Si](C)(C)C